C(C)(C)(C)OC(=O)N1CC(CC1)C1=CN=C2N1C=C(C=C2N2CCN(CC2)C(C(C)C)=O)S(N(CC2=CC=C(C=C2)OC)C2(CC2)C#N)(=O)=O 3-{6-[(1-cyanocyclopropyl)[(4-methoxyphenyl)methyl]sulfamoyl]-8-[4-(2-methylpropionyl)piperazine-1-yl]imidazo[1,2-a]pyridin-3-yl}pyrrolidine-1-carboxylic acid tert-butyl ester